N-[2-oxo-2-(prop-2-ynylamino)ethyl]-3-[(5S)-5-(3,4,5-trichlorophenyl)-5-(trifluoromethyl)-4H-isoxazol-3-yl]-4,5,6,7-tetrahydro-2-benzothiophene-1-carboxamide O=C(CNC(=O)C=1SC(=C2C1CCCC2)C2=NO[C@](C2)(C(F)(F)F)C2=CC(=C(C(=C2)Cl)Cl)Cl)NCC#C